ClC1=CC(=C(C=C1)C1(OC2=C(O1)C=CC=C2C2CCN(CC2)CC=2N(C(=CN2)/C=C/C(=O)O)CC2C(CC2)(F)F)C)F (E)-3-(2-((4-(2-(4-chloro-2-fluorophenyl)-2-methylbenzo[d][1,3]dioxol-4-yl)piperidin-1-yl)methyl)-1-((2,2-difluorocyclobutyl)methyl)-1H-imidazol-5-yl)acrylic acid